C1(=CC=CC=C1)C1CC(=NO1)C1=C(C=C(C=C1F)F)F 5-Phenyl-3-(2,4,6-trifluorophenyl)-4,5-dihydroisoxazole